(±)-Cyclobutyl 2-((2-chloro-4-(4-(3-chlorophenyl)-trans-2,3-dimethylpiperazine-1-carbonyl)phenyl)sulfinyl)acetate ClC1=C(C=CC(=C1)C(=O)N1[C@H]([C@@H](N(CC1)C1=CC(=CC=C1)Cl)C)C)[S@](=O)CC(=O)OC1CCC1 |&1:24|